2-methyl-7-(7-(piperidine-1-carbonyl)-2,3-dihydropyrido[2,3-b]pyrazin-4(1H)-yl)-[1,2,4]triazolo[4,3-a]pyridin-3(2H)-one CN1N=C2N(C=CC(=C2)N2C3=C(NCC2)C=C(C=N3)C(=O)N3CCCCC3)C1=O